O1C(=NCC1)CCCCC=1OCCN1 1,4-bis(2-oxazoline-2-yl)butane